C(C)N(C(C1=C(C=C(C(=C1)C(C)C)O)O)=O)C1=CC=C(C=C1)N1CCOCC1 N-ethyl-2,4-dihydroxy-5-isopropyl-N-(4-morpholinylphenyl)benzamide